2,2,3-trifluoro-3-pentafluoroethyl-oxirane FC1(OC1(C(C(F)(F)F)(F)F)F)F